C(CCC)OC1=NN2C(C(=N1)N)=NC=C2CC2=CC=C(C=C2)C2=CC=C(C=C2)CN2CCCC2 2-butoxy-7-((4'-(pyrrolidin-1-ylmethyl)-[1,1'-biphenyl]-4-yl)methyl)imidazo[2,1-f][1,2,4]triazin-4-amine